C(=O)(O)C1=C(C=C(C=C1)NC(C(=C)C)=O)C=1C2=CC=C(C=C2[O+]=C2C=C(C=CC12)N(CC)CC)N(CC)CC 9-[2-carboxy-5-[(2-methyl-1-oxo-2-propen-1-yl)amino]phenyl]-3,6-bis(diethylamino)xanthylium